C1(=CC=CC=C1)S(=O)(=O)N1C=CC=2C1=NC=CC2C=2N=C(SC2)NC(=O)[C@@H](CC(C)C)NC(OC(C)(C)C)=O tert-Butyl N-[(1R)-1-[[4-[1-(benzenesulfonyl)pyrrolo[2,3-b]pyridin-4-yl]thiazol-2-yl]carbamoyl]-3-methyl-butyl]carbamate